3-(1-n-pentyl-1H-indol-3-yl)-3-oxopropionitrile C(CCCC)N1C=C(C2=CC=CC=C12)C(CC#N)=O